C(CCCCC)C1=CC=CC=2C3=CC=CC=C3NC12 hexylcarbazole